naphtho[1,2-b:5,6-b']dithiophene-2,7-diyldiboronic acid C=1C2=C(SC1B(O)O)C=1C=CC3=C(SC(=C3)B(O)O)C1C=C2